The molecule is a member of the class of imidazoles that is 1H-benzimidazole in which the hydrogen at position 5 is substituted by a methyl group. It derives from a hydride of a 1H-benzimidazole. CC1=CC2=C(C=C1)N=CN2